1,1,1,3,3,3-hexafluoro-propan-2-yl (±)-1-(4-cyano-piperidine-1-carbonyl)-6-azaspiro[2.5]-octane-6-carboxylate C(#N)C1CCN(CC1)C(=O)[C@@H]1CC12CCN(CC2)C(=O)OC(C(F)(F)F)C(F)(F)F |r|